Benzyl (((3S,3aR,6S,6aR)-6-(aminomethyl)hexahydrofuro[3,2-b]furan-3-yl)methyl)carbamate NC[C@H]1CO[C@H]2[C@@H]1OC[C@@H]2CNC(OCC2=CC=CC=C2)=O